OCCN1CCN(CC1)C(=O)C1=CC=C(C=C1)NC=1C=2N(C=CN1)C(=CN2)C2=CC=C(C=C2)OC [4-(2-hydroxyethyl)piperazin-1-yl]-[4-[[3-(4-methoxyphenyl)imidazo[1,2-a]pyrazin-8-yl]amino]phenyl]methanone